COC=1C=2C(C(=COC2C=C2C1OCO2)C2=CC(=C(C(=C2)OC)OC)OC)=O 9-methoxy-7-(3,4,5-trimethoxyphenyl)-[1,3]dioxolo[4,5-g]chromen-8-one